ClC=1C(=C2C=NNC2=CC1Cl)C=1C(=NN(C1C)C1CC2(CN(C2)C(C=C)=O)C1)N1C(C[C@H](CC1)CN1CCOCC1)(C)C (S)-1-(6-(4-(5,6-dichloro-1H-indazol-4-yl)-3-(2,2-dimethyl-4-(morpholinomethyl)piperidin-1-yl)-5-methyl-1H-pyrazol-1-yl)-2-azaspiro[3.3]heptan-2-yl)prop-2-en-1-one